C(C1=CC=CC=C1)(=O)NC1=CC2=C(N=C(S2)NC(=O)C2=CC3=CC=CC=C3C=C2)C=C1 N-(6-benzamido-1,3-benzothiazol-2-yl)naphthalene-2-carboxamide